ClC1=C(C=CC(=C1)C(F)(F)F)NC(CN1C=2N(C(C(=C1CC)N1CCN(CC1)C1=NC=CC=C1O)=O)N=C(N2)N2CCC1(COC1)CC2)=O N-(2-chloro-4-(trifluoromethyl)phenyl)-2-(5-ethyl-6-(4-(3-hydroxypyridinyl)piperazin-1-yl)-7-oxo-2-(2-oxa-7-azaspiro[3.5]non-7-yl)-[1,2,4]triazolo[1,5-a]pyrimidin-4(7H)-yl)acetamide